(E)-1-(4-(4-(2-(5-cyclopropyl-3-(2,6-dichlorophenyl)isoxazol-4-yl)vinyl)piperidin-1-yl)phenyl)cyclopropane-1-carboxylic acid C1(CC1)C1=C(C(=NO1)C1=C(C=CC=C1Cl)Cl)/C=C/C1CCN(CC1)C1=CC=C(C=C1)C1(CC1)C(=O)O